BrC=1C(=NC(=NC1)Cl)C1=NN(C=C1)C 5-bromo-2-chloro-4-(1-methyl-1H-pyrazol-3-yl)pyrimidine